C(C)OP(O)(=O)C1=C(C=CC=C1)C(C1=C(C=C(C=C1C)C)C)=O L-2,4,6-trimethylbenzoyl-phenyl-phosphonic acid ethyl ester